isopropyl 4-(3,3-dimethyl-3,5,6,7-tetrahydrocyclopenta[b]pyrrolo[2,3-e]pyridin-1(2H)-yl)-2-((4-fluoro-2-methoxy-5-nitrophenyl)amino)pyrimidine-5-carboxylate CC1(CN(C=2C=C3C(=NC21)CCC3)C3=NC(=NC=C3C(=O)OC(C)C)NC3=C(C=C(C(=C3)[N+](=O)[O-])F)OC)C